C(CC)(=O)[O-].C(CC)(=O)[O-].C(CCCCCCCCCCC)(=O)NCCNC(CCCCCCCCCCC)=O.[Na+].[Na+] sodium N,N'-bis-lauroyl ethylenediamine dipropionate